C(CC)C1=CC=C(C=C1)S(=O)(=O)OC=1C=C(C=CC1)NC(NC1=CC(=CC=C1)OS(=O)(=O)C1=CC=C(C=C1)CCC)=O bis-[3-(p-propylphenylsulphonyloxy)phenyl]urea